CN1CC(CC1=O)NC(=O)C1=CC2=C(N3C(S2)=NC(=C3)C3=CC=C(C=C3)C(NC)=O)C=C1 N-(1-methyl-5-oxopyrrolidin-3-yl)-2-(4-(methylcarbamoyl)phenyl)benzo[d]imidazo[2,1-b]thiazole-7-carboxamide